FC(CCS(=O)(=O)[O-])(F)F 2,2,2-trifluoroethylmethanesulfonate